3-benzyl-1-(trans-4-((4-(4-chloro-1H-pyrazol-3-yl)-5-cyanopyrimidin-2-yl)amino)cyclohexyl)-1-pyridin-2-ylurea C(C1=CC=CC=C1)NC(N(C1=NC=CC=C1)[C@@H]1CC[C@H](CC1)NC1=NC=C(C(=N1)C1=NNC=C1Cl)C#N)=O